5-(3-(methyl(7H-pyrrolo[2,3-d]pyrimidin-4-yl)amino)pyrrolidin-1-yl)picolinonitrile CN(C1CN(CC1)C=1C=CC(=NC1)C#N)C=1C2=C(N=CN1)NC=C2